N-ethyl-N'-(3-(3-fluorobenzyl)-2,5-dimethylphenyl)-N-methylformamidine C(C)N(C=NC1=C(C(=CC(=C1)C)CC1=CC(=CC=C1)F)C)C